ClC1=NN(C2=CC=C(C(=C12)CC(=O)N1[C@H]([C@H]2CCCC([C@@H]2CC1)=O)C)Cl)C (1S,4aR,8aS)-2-[2-(3,5-dichloro-1-methyl-indazol-4-yl)acetyl]-1-methyl-1,3,4,4a,6,7,8,8a-octahydroisoquinolin-5-one